6-(2-amino-6-fluoro-5-(4-(1-(2-hydroxyethyl)-1,2,3,6-tetrahydropyridin-4-yl)phenyl)pyridin-3-yl)-3,4-dihydroisoquinolin-1(2H)-one NC1=NC(=C(C=C1C=1C=C2CCNC(C2=CC1)=O)C1=CC=C(C=C1)C=1CCN(CC1)CCO)F